C(=O)OC1=C(C=CC(=C1)N1N=NC(=C1)C)C1=CC2=C(N=N1)N(C=C2)[C@H]2CCNC1(CC1)C2 2-{7-[(7S)-4-azaspiro[2.5]octan-7-yl]-7H-pyrrolo[2,3-c]pyridazin-3-yl}-5-(4-methyl-1H-1,2,3-triazol-1-yl)phenol formate